N1(CCCC2=CC=CC=C12)S(=O)(=O)F.[Na] sodium 3,4-dihydro-1(2H)-quinolinesulfonyl fluoride